isotridecyl-myristic acid C(CCCCCCCCCC(C)C)C(C(=O)O)CCCCCCCCCCCC